(R)-1-((benzyloxy)carbonyl)pyrrolidine-3-carboxylic acid C(C1=CC=CC=C1)OC(=O)N1C[C@@H](CC1)C(=O)O